CNS(=O)(=O)C=1C=NC(=C(C1)C=C)NC1=CC=C(C=C1)C(F)(F)F N-Methyl-6-[4-(trifluoromethyl)anilino]-5-vinyl-pyridine-3-sulfonamide